FC(C(=O)O)(F)F.CC1C(NC2=CN(N=C2C=2C=CN=C(CCCC1)C2)C2=CC=NC=C2)=O 9-methyl-4-(pyridin-4-yl)-3,4,7,15-tetraazatricyclo[12.3.1.02,6]Octadeca-1(18),2,5,14,16-pentaen-8-one trifluoroacetate salt